trans-farnesylamine C(C=C(C)CCC=C(C)CCC=C(C)C)N